[N+](=O)([O-])C1=CC=C(C=N1)OC1=CC=NC2=CN=C(C=C12)N1CCN(CC1)C1COC1 4-[(6-nitro-3-pyridyl)oxy]-6-[4-(oxetan-3-yl)piperazin-1-yl]-1,7-naphthyridine